(E)-3-(2-Chloro-7-ethoxyquinolin-3-yl)-1-(4-(6-fluoropyridin-3-yl)phenyl)prop-2-en-1-one ClC1=NC2=CC(=CC=C2C=C1/C=C/C(=O)C1=CC=C(C=C1)C=1C=NC(=CC1)F)OCC